(R)-6-(2'-((3-fluoropyrrolidin-1-yl)methyl)-[1,1'-biphenyl]-4-yl)-2-methyl-1H-benzo[d]imidazole-4-carboxylic acid F[C@H]1CN(CC1)CC1=C(C=CC=C1)C1=CC=C(C=C1)C=1C=C(C2=C(NC(=N2)C)C1)C(=O)O